ClC1=C2C=CC=NC2=C(C(=C1)F)COC=1C(=CC(=C(N)C1)F)OC 5-[(5-chloro-7-fluoroquinolin-8-yl)methoxy]-2-fluoro-4-methoxyaniline